methyl (1R,4R)-4-(4-(((R)-1-(4-bromothiophene-2-yl)ethyl)amino)-7-methoxy-2-methylquinazolin-6-yl)cyclohexane-1-carboxylate BrC=1C=C(SC1)[C@@H](C)NC1=NC(=NC2=CC(=C(C=C12)C1CCC(CC1)C(=O)OC)OC)C